O=C1NC(CCC1N1C(C2=CC=C(C=C2C1=O)OCCCCC#CC=1N=NC(=CC1)OC1CC(C1)OC1=NC=C(C=C1)C=1C=CC=2C3=C(N(C2C1)C)C=CN=C3)=O)=O 2-(2,6-dioxopiperidin-3-yl)-5-((6-(6-((1r,3r)-3-((5-(5-methyl-5H-pyrido[4,3-b]indol-7-yl)pyridin-2-yl)oxy)cyclobutoxy)pyridazin-3-yl)hex-5-yn-1-yl)oxy)isoindoline-1,3-dione